FC=1C(=C(C=C(C1)C)[C@H](C(=O)O)N1C[C@@H](CC1)OCCCCCC1=NC=2NCCCC2C=C1)OC (R)-2-(3-fluoro-2-methoxy-5-methylphenyl)-2-((R)-3-((5-(5,6,7,8-tetrahydro-1,8-naphthyridin-2-yl)pentyl)oxy)pyrrolidin-1-yl)acetic acid